(2-(3-chlorophenyl)naphthalen-1-yl)-9H-carbazole ClC=1C=C(C=CC1)C1=C(C2=CC=CC=C2C=C1)C1=CC=CC=2C3=CC=CC=C3NC12